C(=O)C1=C(C=C(OCC(=O)O)C=C1)OC 4-Formyl-3-methoxy-phenoxyacetic acid